(cyclohexane-1,4-diyl)bis(4-nitrobenzamide) C1(CCC(CC1)C1=C(C(=O)N)C=CC(=C1)[N+](=O)[O-])C1=C(C(=O)N)C=CC(=C1)[N+](=O)[O-]